FC=1C=C(C2=C(O[C@H](CO2)CO)C1)C(C)=O (2S)-1-(7-fluoro-2-(hydroxymethyl)-2,3-dihydrobenzo[b][1,4]dioxin-5-yl)ethan-1-one